N1C=CC=2C1=NC=C(C2)OC2=C(C(=O)OC)C=CC(=C2)N2CC(C2)CN2C(CCC2)C2=C(C=CC=C2)C2CC2 methyl 2-((1H-pyrrolo[2,3-b]pyridin-5-yl)oxy)-4-(3-((2-(2-cyclopropylphenyl)pyrrolidin-1-yl)methyl)azetidin-1-yl)benzoate